[H-].[NH2+]1C=CC=C1 pyrrolium hydride